NC=1C=C(C=NC1)C1=C2CN(C(C2=CC=C1)=O)CC(C#N)=C 2-{[4-(5-aminopyridin-3-yl)-1-oxo-2,3-dihydro-1H-isoindol-2-yl]methyl}prop-2-enenitrile